3-[2-(4-{2-[(tert-butyldimethylsilyl)oxy]propoxy}phenyl)-5-(4-fluorophenyl)-1,3-oxazol-4-yl]-2H,3H-furo[2,3-d]pyrimidin-2-one [Si](C)(C)(C(C)(C)C)OC(COC1=CC=C(C=C1)C=1OC(=C(N1)N1C(N=C2C(=C1)C=CO2)=O)C2=CC=C(C=C2)F)C